CC1=C(C(=CC(=C1)C)C)S(=O)(=O)[O-].[Ca+2].CC1=C(C(=CC(=C1)C)C)S(=O)(=O)[O-] calcium 2,4,6-trimethylbenzenesulfonate